C(C)(C)OC(=O)C=1C(=NC(=NC1)NC1=C(C=C(C(=C1)NC(=O)NCC(OC)OC)N1CCOCC1)OC)C1=CN(C2=CC=CC=C12)C 2-((5-(3-(2,2-Dimethoxyethyl)ureido)-2-methoxy-4-morpholinophenyl)amino)-4-(1-methyl-1H-indol-3-yl)pyrimidine-5-carboxylic acid isopropyl ester